C(CCCC)N1C(=[NH+]C=C1)C 1-amyl-2-methylimidazolium